C(=C)C1=NC(=CC(=N1)N1CCOCC1)N1N=C(C=C1)C1=CC(=CC=C1)C 4-[2-ethenyl-6-[3-(3-methylphenyl)-1H-pyrazol-1-yl]pyrimidin-4-yl]-morpholine